BrCCC[Si](OCC)(OCC)OCC 3-bromopropyltriethoxysilane